N1C(=CC2=NC=CC=C21)C2=C(C=NC=C2)OC[C@@H]2N(CC2)C(=O)OC(C)(C)C |r| tert-butyl (2RS)-2-({[4-(1H-pyrrolo[3,2-b]pyridin-2-yl)pyridin-3-yl]oxy}methyl)azetidine-1-carboxylate